(1S,3S,4S,5R)-5-hydroxy-2-azabicyclo[2.2.1]heptane-2,3-dicarboxylic acid 2-tert-butyl 3-ethyl ester C(C)OC(=O)[C@H]1N([C@@H]2C[C@H]([C@H]1C2)O)C(=O)OC(C)(C)C